BrC1=C(OC[Ge](C(C)C)(C(C)C)COC2=C(C=C(C=C2)F)Br)C=CC(=C1)F bis((2-bromo-4-fluorophenoxy)methyl)diisopropylgermane